C(C)(C)(C)OC(=O)N1CCC(=CC1)C=1C2=C(N=CN1)NC(=C2C)C.CN2C(NCC=1C2=NC(=NC1)NC1=CC=C(C=C1)N1CCN(CC1)C)=O 1-methyl-7-[4-(4-methylpiperazin-1-yl)anilino]-4H-pyrimido[4,5-d]pyrimidin-2-one tert-Butyl-4-(5,6-dimethyl-7H-pyrrolo[2,3-d]pyrimidin-4-yl)-3,6-dihydro-2H-pyridine-1-carboxylate